Cl.Cl.ClC=1C=NN2C1N=C1C(=C2NCC2=CC=C(C#N)C=C2)CCC12CCNCC2 4-(((3-chloro-6,7-dihydrospiro[cyclopenta[d]pyrazolo[1,5-a]pyrimidine-5,4'-piperidine]-8-yl)amino)methyl)benzonitrile dihydrochloride